tert-butyl ((6-bromo-5-(difluoromethoxy)-1-tosyl-1H-indol-2-yl)methyl)carbamate hydrochloride Cl.BrC1=C(C=C2C=C(N(C2=C1)S(=O)(=O)C1=CC=C(C)C=C1)CNC(OC(C)(C)C)=O)OC(F)F